CC(C)(C)OOC(C)(C)C bis(1,1-dimethylethyl) peroxide